(S)-1-[3-(1H-indazole-1-yl)pyridine-2-yl]-2-[6-(1H-pyrazol-4-yl)-pyridine-2-yl]ethan-1-amine hydrochloride Cl.N1(N=CC2=CC=CC=C12)C=1C(=NC=CC1)[C@H](CC1=NC(=CC=C1)C=1C=NNC1)N